(R)-2-methyl-5-(methyl(1-methylpiperidin-4-yl)amino)-N-(1-(naphthalen-1-yl)ethyl)benzamide CC1=C(C(=O)N[C@H](C)C2=CC=CC3=CC=CC=C23)C=C(C=C1)N(C1CCN(CC1)C)C